COC(=O)C1=CC(=C2C(=N1)CCO2)CC2=CC(=C(C=C2)C(=O)OC(C)(C)C)F 7-(4-(tert-Butoxycarbonyl)-3-fluorobenzyl)-2,3-dihydrofuro[3,2-b]pyridine-5-carboxylic acid methyl ester